[Co].[Cd] cadmium-cobalt